ClC1=C(C=CC=C1)CC(=O)NC1=CC(=C2C=C(N=CC2=C1)NC1=CC=C(C=C1)OC)S(N)(=O)=O 2-(2-chlorophenyl)-N-(3-((4-methoxyphenyl)amino)-5-sulfamoylisoquinolin-7-yl)acetamide